CC1=C(C=CC=C1NC(C1=NC=C(C(=C1)C1CC1)CN[C@H](CO)C)=O)C1=C(C(=CC=C1)NC(C1=NC=C(C(=C1)C1CC1)CN[C@H](CO)C)=O)C N,N'-(2,2'-dimethyl-[1,1'-biphenyl]-3,3'-diyl)bis(4-cyclopropyl-5-((((S)-1-hydroxypropan-2-yl)amino)methyl)picolinamide)